C(C)(=O)NC=1SC(=CN1)CN1CC(CCC1)C(=O)NC1=CC=C(C=C1)C(C)C 1-((2-acetamidothiazol-5-yl)methyl)-N-(4-isopropylphenyl)piperidine-3-carboxamide